CC=1C=C2C(=NC1)NC=C2CCN(C)C 2-(5-methyl-1H-pyrrolo[2,3-b]pyridin-3-yl)-N,N-dimethylethan-1-amine